CN1CCC(CC1)NC=1C=2C=C(N(C2C=CC1)CC(F)(F)F)C=1SC(=CC1)CNC1=CC=C(C=C1)S(=O)(=O)C N-(1-methylpiperidin-4-yl)-2-(5-(((4-(methylsulfonyl)phenyl)amino)methyl)thiophen-2-yl)-1-(2,2,2-trifluoroethyl)-1H-indol-4-amine